1-(9Z-hexadecenoyl)-2-(9Z,12Z,15Z-octadecatrienoyl)-glycero-3-phosphoserine CCCCCC/C=C\CCCCCCCC(=O)OC[C@H](COP(=O)(O)OC[C@@H](C(=O)O)N)OC(=O)CCCCCCC/C=C\C/C=C\C/C=C\CC